(14S)-8-(3,4-dihydro-2H-pyran-6-yl)-12,12-dimethyl-2λ6-thia-3,9,11,18,23-pentaazatetracyclo[17.3.1.111,14.05,10]tetracosa-1(22),5,7,9,19(23),20-hexaene-2,2,4-trione O1CCCC=C1C1=CC=C2C(NS(C3=CC=CC(NCCC[C@H]4CC(N(C2=N1)C4)(C)C)=N3)(=O)=O)=O